FC=1C(=C(C(=NC1)C=1C=NC=CC1)N1CCN(CC1)C1=NN=CN1C)C#N fluoro-3-(4-(4-methyl-4H-1,2,4-triazol-3-yl)piperazin-1-yl)-[2,3'-bipyridine]-4-carbonitrile